C1NCC(C2=CC=NC=C12)C=1C=C(C(=CC1)O)O 4-(1,2,3,4-tetrahydro-2,7-naphthyridin-4-yl)benzene-1,2-diol